ClC1=C(C(=CC=C1)F)C1=CN(C2=CC(=C(C=C2C1=O)F)N1N=C(N(C1=O)CC)CO)C(C)C 3-(2-Chloro-6-fluorophenyl)-7-(4-ethyl-3-(hydroxymethyl)-5-oxo-4,5-dihydro-1H-1,2,4-triazol-1-yl)-6-fluoro-1-isopropylquinolin-4(1H)-one